FC=1C=C(C=C(C1)F)[C@@H]1CC=NN1C(=O)N1CCN(CC1)C1=NC=C(C(=N1)N1N=C(N=C1C)C(=O)N)F (S)-1-(2-(4-(5-(3,5-difluorophenyl)-4,5-dihydro-1H-pyrazole-1-carbonyl)piperazin-1-yl)-5-fluoropyrimidin-4-yl)-5-methyl-1H-1,2,4-triazole-3-carboxamide